ClC1=CC=C2C(=N1)C(=CN2)NC2=NC1=C(N2C)C=CC(=C1)C(F)(F)F N-(5-Chloro-1H-pyrrolo[3,2-b]pyridine-3-yl)-1-methyl-5-(trifluoromethyl)-1H-benzo[d]imidazole-2-amine